(2R,3R,4S,5R)-5-(6-amino-2-chloro-9H-purin-9-yl)-4-fluoro-2-(hydroxymethyl)-2-methyltetrahydrofuran-3-ol NC1=C2N=CN(C2=NC(=N1)Cl)[C@H]1[C@H]([C@@H]([C@@](O1)(C)CO)O)F